(Z)-cyclohexadecan-5-enone C1(CCC\C=C/CCCCCCCCCC1)=O